3-(6-(2-(5,6,7,8-tetrahydro-1,8-naphthyridin-2-yl)ethyl)spiro[3.3]hept-2-yl)propionic acid N1=C(C=CC=2CCCNC12)CCC1CC2(CC(C2)CCC(=O)O)C1